4-trifluoromethylbenzaldehyde FC(C1=CC=C(C=O)C=C1)(F)F